C(#N)C1=CC=C(C=C1)CC(=O)N1CCC2(C(C2)CNC(=O)C2=CC=3C=NC=CC3N2)CC1 N-[[6-[2-(4-cyanophenyl)acetyl]-6-azaspiro[2.5]octan-2-yl]methyl]-1H-pyrrolo[3,2-c]pyridine-2-carboxamide